8-(1-((2,4-difluoro-3-hydroxyphenyl)amino)ethyl)-2-(isoindolin-2-yl)-3,6-dimethylquinazolin-4(3H)-one FC1=C(C=CC(=C1O)F)NC(C)C=1C=C(C=C2C(N(C(=NC12)N1CC2=CC=CC=C2C1)C)=O)C